ClC1=NN(C=C1C(N[C@H]1C[C@H](CCC1)NC1=CC(=NC2=CC=C(C=C12)Cl)C(F)(F)F)=O)C1CCN(CC1)C(=O)OC(C)(C)C tert-butyl 4-(3-chloro-4-(((1R,3S)-3-((6-chloro-2-(trifluoromethyl)quinolin-4-yl)amino)cyclohexyl) carbamoyl)-1H-pyrazol-1-yl)piperidine-1-carboxylate